(R)-7-((1-(tert-Butoxycarbonyl)pyrrolidin-2-yl)methoxy)-4-((triisopropylsilyl)ethynyl)-1H-indole-5-carboxylic acid C(C)(C)(C)OC(=O)N1[C@H](CCC1)COC=1C=C(C(=C2C=CNC12)C#C[Si](C(C)C)(C(C)C)C(C)C)C(=O)O